CC1=CC=C(N=N1)NC=1C=CC2=C(N(C=N2)C2=CC=C(C(=N2)C=2C=NN(C2C)CC(F)(F)F)C(C)=O)C1 1-[6-[6-[(6-methylpyridazin-3-yl)amino]benzimidazol-1-yl]-2-[5-methyl-1-(2,2,2-trifluoroethyl)pyrazol-4-yl]-3-pyridyl]ethanone